4,4,4-trifluoro-2-formylbutyronitrile FC(CC(C#N)C=O)(F)F